C1(CCCC1)OC=1C2=C(N=C(N1)NC1=C(C=C(C(=O)NCCO)C=C1)OC)NC=C2C2=CC1=C(N=C(O1)C)C=C2 4-(4-(cyclopentyloxy)-5-(2-methylbenzo[d]oxazol-6-yl)-7H-pyrrolo[2,3-d]pyrimidin-2-ylamino)-N-(2-hydroxyethyl)-3-methoxybenzamide